FC=1C=C2C(=C(/C(/C2=CC1)=C/C1=CC=C(C=C1)N1CCCCC1)C)CC(=O)O 2-[(1Z)-5-fluoro-2-methyl-1-{[4-(piperidin-1-yl)phenyl]methylene}-1H-inden-3-yl]acetic acid